N3-(3-methylpyridin-2-yl)pyridine-2,3-diamine CC=1C(=NC=CC1)NC=1C(=NC=CC1)N